benzene (diazo)tetraphenylborate [N+](=[N-])=C1C(C=CC=C1)[B-](C1=CC=CC=C1)(C1=CC=CC=C1)C1=CC=CC=C1.C1=CC=CC=C1